R-(+)-3-(benzo[d][1,3]dioxol-5-yl)-N-benzyl-3-(2-methoxyphenyl)propan-1-amine O1COC2=C1C=CC(=C2)[C@@H](CCNCC2=CC=CC=C2)C2=C(C=CC=C2)OC